OC1(CC(C1)N1C=C(C2=C1N=NC(=C2)C2=C(C=C(C=C2C)C(F)(F)F)O)C)C 2-[7-(cis-3-hydroxy-3-methylcyclobutyl)-5-methyl-7H-pyrrolo[2,3-c]pyridazin-3-yl]-3-methyl-5-(trifluoromethyl)phenol